OC1=C(C=C(CC2=C(C(=CC(=C2)CC2=CC(=C(C(=C2)C)O)CC2=CC=C(C=C2)O)C2CCCCC2)O)C=C1C)CC1=CC=C(C=C1)O 2,4-bis[4-hydroxy-3-(4-hydroxybenzyl)-5-methylbenzyl]-6-cyclohexylphenol